vinyl methacrylate C(C(=C)C)(=O)OC=C